6-methoxy-N-(quinolin-8-yl)pyridine-3-sulfonamide COC1=CC=C(C=N1)S(=O)(=O)NC=1C=CC=C2C=CC=NC12